3-(4-ethyl-3-pyridinyl)-N6-[1-(2-tetrahydropyran-2-yloxyethyl)pyrazol-4-yl]2,7-naphthyridine-1,6-diamine C(C)C1=C(C=NC=C1)C=1N=C(C2=CN=C(C=C2C1)NC=1C=NN(C1)CCOC1OCCCC1)N